C[C@]1(N(C[C@H](C1)N1C2=C(OCC1=O)C=C(C=C2)C(F)(F)F)C(=O)OC(C)(C)C)C(=O)OC (2R,4S)-1-tert-butyl 2-methyl 2-methyl-4-(3-oxo-7-(trifluoromethyl)-2H-benzo[b][1,4]oxazin-4(3H)-yl)pyrrolidine-1,2-dicarboxylate